1-(4-((1R,2S)-6-hydroxy-2-(3-hydroxyphenyl)-1,2,3,4-tetrahydronaphthalen-1-yl)phenyl)piperidine-4-carbaldehyde OC=1C=C2CC[C@@H]([C@@H](C2=CC1)C1=CC=C(C=C1)N1CCC(CC1)C=O)C1=CC(=CC=C1)O